C(C=C)OCCCCC1=CC=C(C=C1)CC=1C=C(C=CC1C)[C@H]1[C@@H]([C@H]([C@@H]([C@H](O1)C(C)(C)O)OCC1=CC=CC=C1)OCC1=CC=CC=C1)OCC1=CC=CC=C1 2-[(2S,3S,4R,5S,6S)-6-[3-[[4-(4-allyloxybutyl)phenyl]methyl]-4-methyl-phenyl]-3,4,5-tribenzyloxy-tetrahydropyran-2-yl]propan-2-ol